C[C@@H]1CN(C[C@@H](C1)NC1=C2C(=NC=C1C1=NC(=NC=C1)C)N(C=C2)COCC[Si](C)(C)C)C(=O)OCC2=CC=CC=C2 benzyl (3S,5R)-3-methyl-5-{[5-(2-methylpyrimidin-4-yl)-1-{[2-(trimethylsilyl)ethoxy]methyl}-1H-pyrrolo[2,3-b]pyridin-4-yl]amino}piperidine-1-carboxylate